OC1=C(C2=CC=CC=C2C=C1)C1(C2=CC=CC=C2C=2C=CC=CC12)C1=C(C=CC2=CC=CC=C12)O 9,9-bis(2-hydroxynaphthyl)fluorene